NC1=C(C(=O)OC)C(=C(C=C1Cl)F)F methyl 2-amino-3-chloro-5,6-difluoro-benzoate